ClC(F)(F)F monochlorotrifluoromethane